5-(((4-methylpyridin-2-yl)oxy)methyl)-2-oxabicyclo[3.1.1]heptan CC1=CC(=NC=C1)OCC12CCOC(C1)C2